BrC1=CC=C(C(=N1)CN(CC1=CC(=C(C(=C1)[N+](=O)[O-])OC)C1=NN(C=N1)C)CC1=C(C=C(C=C1)OC)OC)F 1-(6-Bromo-3-fluoropyridin-2-yl)-N-(2,4-dimethoxybenzyl)-N-(4-methoxy-3-(1-methyl-1H-1,2,4-triazol-3-yl)-5-nitrobenzyl)methanamine